3-chloro-7,7a,8,9,10,11-hexahydro-6H-pyrazino[1,2-d]pyrido[3,2-b][1,4]oxazepine ClC1=CC=2OCCC3N(C2N=C1)CCNC3